7-aminoflavylium NC1=CC=C2C=CC(=[O+]C2=C1)C1=CC=CC=C1